2-tert-butyl-3,5-xylenol C(C)(C)(C)C1=C(C=C(C=C1C)C)O